NC1=NC=CC2=CC=C(C=C12)N1N=C(C=C1C(F)(F)F)C(=O)NC1=C(C=CC(=C1)C(CCC1CC1)(C1=CC=NC=C1)N[S@](=O)C(C)(C)C)F 1-(1-aminoisoquinolin-7-yl)-N-(5-(3-cyclopropyl-1-((R)-1,1-dimethylethylsulfinamido)-1-(pyridin-4-yl)propyl)-2-fluorophenyl)-5-(trifluoromethyl)-1H-pyrazole-3-carboxamide